1-methyl-2-oxo-4-[4-(pyrazin-2-yl)piperidin-1-yl]-1,2-dihydroquinoline-3-carbonitrile CN1C(C(=C(C2=CC=CC=C12)N1CCC(CC1)C1=NC=CN=C1)C#N)=O